N(=[N+]=[N-])C[C@H]1C[C@H](CC1)NC(OC(C)(C)C)=O |r| tert-butyl N-[rac-(1S,3R)-3-(azidomethyl)cyclopentyl]carbamate